3,6-dihydroxynaphthalene OC=1C=CC2=CC=C(C=C2C1)O